C(C)(=O)NCCCN1C(CCC1)=O (3-acetamidopropyl)pyrrolidin-2-one